ClCC=1C(=NC=CC1OC)OC 3-(chloromethyl)-2,4-dimethoxypyridine